tert-butyl (2S)-2-[[4-(cyclopropanecarbonylamino)-2-(4,6-dimethylpyrimidin-5-yl)phenoxy]methyl]pyrrolidine-1-carboxylate C1(CC1)C(=O)NC1=CC(=C(OC[C@H]2N(CCC2)C(=O)OC(C)(C)C)C=C1)C=1C(=NC=NC1C)C